BrC1=CC=C2C=3N(C(COC31)(C3=NC=CC=C3)CC)C(N2)=O 7-Bromo-4-ethyl-4-pyridin-2-yl-4,5-dihydroimidazo[1,5,4-de][1,4]benzoxazin-2(1H)-one